P(=O)(O)(O)O.N1C=CC2=CC=CC=C12 indole-phosphate